methyl 3-cyano-4,6-dimethylpyridine-2-carboxylate C(#N)C=1C(=NC(=CC1C)C)C(=O)OC